1-[3-(trifluoromethyl)-5,6,7,8-tetrahydro-1,2,4-triazolo[4,3-a]pyrazin-7-yl]-1,3-butanedione FC(C1=NN=C2N1CCN(C2)C(CC(C)=O)=O)(F)F